benzo[d]isoxazole-7-carboxylic acid methyl ester COC(=O)C1=CC=CC=2C=NOC21